3-(1,3-thiazol-4-yl)propanoic acid S1C=NC(=C1)CCC(=O)O